3-(2,6-difluoro-3,5-dimethoxyphenyl)-7-(1,3-dimethyl-1H-pyrazol-4-yl)-1-((2-methoxypyridin-4-yl)methyl)-3,4-dihydropyrido[4,3-d]pyrimidin-2(1H)-one FC1=C(C(=C(C=C1OC)OC)F)N1C(N(C2=C(C1)C=NC(=C2)C=2C(=NN(C2)C)C)CC2=CC(=NC=C2)OC)=O